ClC1=C(C=CC=C1)[C@H]1CC[C@H](N1C(=O)C1=CC=C(C=C1)C1=CC(=CC=C1)NS(=O)(=O)C)C(=O)O (2S,5R)-5-(2-chlorophenyl)-1-(3'-(methylsulfonylamino)-[1,1'-biphenyl]-4-carbonyl)pyrrolidine-2-carboxylic acid